CC([C@H](C(=O)NC=1C=NN(C1)C)N(C=1C2=C(N=C(N1)C1=NC=CC=C1)CCC2)C)C (2R)-3-methyl-N-(1-methyl-1H-pyrazol-4-yl)-2-{methyl[2-(pyridin-2-yl)-5H,6H,7H-cyclopenta[d]pyrimidin-4-yl]amino}butanamide